N1(CCNCC1)C=1N=NC2=C(N1)N=CN2 3-(piperazin-1-yl)-7H-imidazo[4,5-e][1,2,4]triazine